OC(C1=CC(=CC(=N1)C(=O)NC)C(=O)N[C@@H]1[C@H](C1)C)C1=C(C=CC=C1)C 6-(hydroxy(o-tolyl)methyl)-N2-methyl-N4-((1S,2S)-2-methylcyclopropyl)pyridine-2,4-dicarboxamide